(S)-1-(3-cyanobenzyl)-N-(5-methyl-4-oxo-2,3,4,5-tetrahydropyrido[3,2-b][1,4]oxazepin-3-yl)-1H-1,2,4-triazole-3-carboxamide C(#N)C=1C=C(CN2N=C(N=C2)C(=O)N[C@@H]2C(N(C3=C(OC2)C=CC=N3)C)=O)C=CC1